tert-butyl (3s)-3-[7-(2-cyano-3,6-difluoro-phenoxy)quinoxalin-2-yl]-1-oxa-8-azaspiro[4.5]decane-8-carboxylate C(#N)C1=C(OC2=CC=C3N=CC(=NC3=C2)[C@H]2COC3(C2)CCN(CC3)C(=O)OC(C)(C)C)C(=CC=C1F)F